C1(=CC=C(C=C1)C1=NC(=NC(=N1)C1=CC=C(C=C1)C1=CC=CC=C1)C1=C(C=C(C=C1)OCC(CCCC)CC)O)C1=CC=CC=C1 2,4-bis(4-bi-phenylyl)-6-[2-hydroxy-4-(2-ethylhexyloxy)phenyl]-1,3,5-triazine